C(C1=CC=CC=C1)OCN1C=NC=2N=C(NC(C12)=O)N1N=CC(=C1)C(=O)O 1-(7-((benzyloxy)methyl)-6-oxo-6,7-dihydro-1H-purin-2-yl)-1H-pyrazole-4-carboxylic acid